tert-butyl 4-[5-sec-butyl-1-[4-(trifluoromethoxy)phenyl]pyrazol-3-yl]piperazine-1-carboxylate C(C)(CC)C1=CC(=NN1C1=CC=C(C=C1)OC(F)(F)F)N1CCN(CC1)C(=O)OC(C)(C)C